N-(2-hydroxyethyl)-N-methylmethacrylamide OCCN(C(C(=C)C)=O)C